CC(CC(C)=O)(C)C1=CC=CC=C1 4-methyl-4-phenyl-pentanone